phenyl (6-(4-((tert-butyldimethylsilyl)oxy)butoxy)pyridin-3-yl)carbamate [Si](C)(C)(C(C)(C)C)OCCCCOC1=CC=C(C=N1)NC(OC1=CC=CC=C1)=O